1-(3,5-difluoro-2-hydroxymethylphenyl)-3-[3-(2-aminoethylamino)-5-trifluoromethoxyphenyl]urea FC=1C(=C(C=C(C1)F)NC(=O)NC1=CC(=CC(=C1)OC(F)(F)F)NCCN)CO